isopropyl 2-((5-acrylamido-4-(4-cyclopropylpiperazin-1-yl)-2-methoxyphenyl)amino)-4-(3,3,5-trimethyl-2,3-dihydro-1H-pyrrolo[3,2-b]pyridin-1-yl-2,2-d2)pyrimidine-5-carboxylate C(C=C)(=O)NC=1C(=CC(=C(C1)NC1=NC=C(C(=N1)N1C(C(C2=NC(=CC=C21)C)(C)C)([2H])[2H])C(=O)OC(C)C)OC)N2CCN(CC2)C2CC2